O.O.O=C1C(O)=C([O-])[C@H](O1)[C@@H](O)CO.[Mg+2].O=C1C(O)=C([O-])[C@H](O1)[C@@H](O)CO magnesium L-ascorbate dihydrate